NC=1C2=C(N=CN1)N(C(=C2C2=CC=C(C=C2)OC2=CC=CC=C2)I)C(/C(/N)=N/O)C (Z)-2-(4-amino-6-iodo-5-(4-phenoxyphenyl)-7H-pyrrolo[2,3-d]pyrimidin-7-yl)-N'-hydroxypropanimidamide